(S)-8'-(4-acryloylpiperazin-1-yl)-11'-(5-chloro-2,4-difluorophenyl)-10'-(trifluoromethyl)-2'H,4'H,6'H-spiro[oxetane-3,3'-[1,4]thiazepino[2,3,4-ij]quinazolin]-6'-one C(C=C)(=O)N1CCN(CC1)C1=NC(N2C3=C(C(=C(C=C13)C(F)(F)F)C1=C(C=C(C(=C1)Cl)F)F)SCC1(C2)COC1)=O